3-(4-methoxyphenyl)-1-phenyl-2-propen-1-one COC1=CC=C(C=C1)C=CC(=O)C1=CC=CC=C1